1-(4-(Naphthalen-2-ylmethoxy)benzyl)-1H-imidazole-4-carboxylic acid hex-2-yl ester CC(CCCC)OC(=O)C=1N=CN(C1)CC1=CC=C(C=C1)OCC1=CC2=CC=CC=C2C=C1